8-((4-(4-chloro-phenoxy)-3,5-difluorophenyl)sulfonyl)-N-hydroxy-3-(2-morpholino-acetyl)-3,8-diazabicyclo-[3.2.1]octane-1-carboxamide ClC1=CC=C(OC2=C(C=C(C=C2F)S(=O)(=O)N2C3(CN(CC2CC3)C(CN3CCOCC3)=O)C(=O)NO)F)C=C1